(2S)-2-ethoxy-2-[3-(3-methoxyazetidin-1-yl)phenyl]-N-[5-[[(3R)-1-pyridazin-3-ylpyrrolidin-3-yl]amino]-1,3,4-thiadiazol-2-yl]acetamide C(C)O[C@H](C(=O)NC=1SC(=NN1)N[C@H]1CN(CC1)C=1N=NC=CC1)C1=CC(=CC=C1)N1CC(C1)OC